tris(2-(4-tolyl)phenylpyridinium) iridium [Ir+3].C1(=CC=C(C=C1)C1=C(C=CC=C1)[N+]1=CC=CC=C1)C.C1(=CC=C(C=C1)C1=C(C=CC=C1)[N+]1=CC=CC=C1)C.C1(=CC=C(C=C1)C1=C(C=CC=C1)[N+]1=CC=CC=C1)C